(S)-4-(5-(3-((2-((S)-3-carboxybutanoyl)-6-(methylamino)isoindolin-5-yl)oxy)propoxy)-6-methoxyisoindolin-2-yl)-2-methyl-4-oxobutanoic acid C(=O)(O)[C@H](CC(=O)N1CC2=CC(=C(C=C2C1)OCCCOC=1C=C2CN(CC2=CC1OC)C(C[C@@H](C(=O)O)C)=O)NC)C